[N+](=O)([O-])C1=NN(C=N1)S(=O)(=O)C1=C(C=C(C=C1C(C)C)C(C)C)C(C)C 3-nitro-1-(2,4,6-triisopropylbenzenesulfonyl)-1,2,4-triazole